C(C(C)C)C1(C=CC=C1)[Ti](N(C)C)(N(C)C)N(C)C (isobutylcyclopentadienyl)tris(dimethylamino)titanium